3-methyl-10-oxo-3,4,7,8,9,10-hexahydropyrido[4',3':3,4]Pyrazolo[1,5-a]Pyrazine-2(1H)-formic acid tert-butyl ester C(C)(C)(C)OC(=O)N1CC=2C(=NN3C2C(NCC3)=O)CC1C